F[C@H]1CN(CC[C@H]1NC1=C2C=C(N(C2=CC=C1)CC(F)(F)F)C1=NOC(=N1)CNC(=O)C=1C=NN(C1)C1(CC1)C)C N-{[3-(4-{[(3S,4R)-3-fluoro-1-methylpiperidin-4-yl]amino}-1-(2,2,2-trifluoroethyl)-1H-indol-2-yl)-1,2,4-oxadiazol-5-yl]methyl}-1-(1-methylcyclopropyl)-1H-pyrazole-4-carboxamide